C(C)OC(=O)C1=CC2=C(N3C(S2)=NC(=C3)C3=C(C(=CC=C3)C)F)C=C1 2-(2-fluoro-3-methylphenyl)benzo[d]imidazo[2,1-b]thiazole-7-carboxylic acid ethyl ester